4-{5-[4-(benzyloxy)-3,5-difluorophenyl]-4-{[(4-methoxyphenyl)methyl]amino}-7-methylpyrrolo[3,2-d]pyrimidin-6-yl}aniline C(C1=CC=CC=C1)OC1=C(C=C(C=C1F)N1C(=C(C=2N=CN=C(C21)NCC2=CC=C(C=C2)OC)C)C2=CC=C(N)C=C2)F